secbutyl alcohol aluminium [Al].C(C)(CC)O